C(C)C=1C(=NC(=CN1)OC(CC)CC)NC1=NNC(=C1)C(C)C 3-ethyl-N-(5-isopropyl-1H-pyrazol-3-yl)-6-(pentan-3-yloxy)pyrazin-2-amine